3-methyl-6-(pyrimidin-4-ylamino)-3-(thiophen-3-yl)-2,3-dihydroimidazo[1,5-a]pyridine-1,5-dione CC1(NC(C=2N1C(C(=CC2)NC2=NC=NC=C2)=O)=O)C2=CSC=C2